5-(1-Piperidin-4-ylpyrazol-4-yl)-3-(6-pyrrolidin-1-yl-1,3-benzoxazol-2-yl)pyridin-2-amine N1CCC(CC1)N1N=CC(=C1)C=1C=C(C(=NC1)N)C=1OC2=C(N1)C=CC(=C2)N2CCCC2